FC1=C(C=C(C(=C1O)F)F)C=1SC(=CN1)CN1C(OCC1=O)=O 3-((2-(2,4,5-Trifluoro-3-hydroxyphenyl)thiazol-5-yl)methyl)oxazolidine-2,4-dione